C(C)OC(=O)C12CN(CC2(C1)C(F)(F)F)C1=C2C(=NC(=C1)C)N(N=C2)C ethyl-3-(1,6-dimethyl-1H-pyrazolo[3,4-b]pyridin-4-yl)-5-(trifluoromethyl)-3-azabicyclo[3.1.0]hexane-1-carboxylate